CC1=C(OC(=C(C1=O)C)OC)[C@H]2C/C(=C/C(=C/C(=C/C(=C/C3=CC=C(C=C3)[N+](=O)[O-])/C)/C)/C)/CO2 The molecule is a polyketide that is deoxyspectinabilin in which the tetramethyldeca-tetraen-1-yl chain attached to the 4-pyranone moiety has undergone oxidation at position 1 and at the methyl group at position 3 to afford the corresponding tetrahydrofuranyl moiety. Produced by Streptomyces spectabilis, it exhibits antiviral and antimalarial activity. It has a role as a bacterial metabolite, an antiplasmodial drug, an antiviral agent and a nematicide. It is a member of 4-pyranones, a C-nitro compound, a polyketide, a member of oxolanes and a ketene acetal. It derives from a deoxyspectinabilin.